C(C1=CC=CC=C1)NC(=O)C=1C2=C(SC1NC(CSC=1N(C=CN1)C)=O)CCCC2 N-benzyl-2-(2-((1-methyl-1H-imidazol-2-yl)thio)acetamido)-4,5,6,7-tetrahydrobenzo[b]thiophene-3-carboxamide